1-([1,1'-biphenyl]-4-yl)-2-((3aR,5r,6aS)-5-benzyl-5-hydroxyhexahydrocyclopenta[c]pyrrol-2(1H)-yl)ethanone C1(=CC=C(C=C1)C(CN1C[C@@H]2[C@H](C1)CC(C2)(O)CC2=CC=CC=C2)=O)C2=CC=CC=C2